3,5-difluoro-4-trifluoromethylphenylboronic acid FC=1C=C(C=C(C1C(F)(F)F)F)B(O)O